ClC1=CC2=C(N(C=CN2C)C2CCN(CC2)C(C2=CC=C(C=C2)Cl)=O)N=C1 7-chloro-4-(1-(4-chlorobenzoyl)piperidin-4-yl)-1-methyl-1,4-dihydropyrido[2,3-b]pyrazine